N(=[N+]=[N-])CCCCOC=1C=C2CN(CC2=CC1)C1C(NC(CC1)=O)=O 5-(4-azidobutoxy)-2-(2,6-dioxopiperidin-3-yl)isoindoline